C1(CCCC1)CN1[C@@H](CCC1)CC(=O)NC=1C=C(C(=NC1)C)NC(=O)C=1C=NN2C1C=NC(=C2)C=2C=NN(C2)C (S)-N-(5-(2-(1-(cyclopentylmethyl)pyrrolidin-2-yl)acetamido)-2-methylpyridin-3-yl)-6-(1-methyl-1H-pyrazol-4-yl)pyrazolo[1,5-a]pyrazine-3-carboxamide